ClC=1C(=C(C=CC1)NC1=NC=CC2=C(C(=CC=C12)C)NC(=O)C1=CN=CC2=C1N=CN=C2NCC2=C(C=C(C=C2)OC)OC)F N-(1-((3-chloro-2-fluorophenyl)amino)-6-methylisoquinolin-5-yl)-4-((2,4-dimethoxybenzyl)amino)pyrido[4,3-d]pyrimidine-8-carboxamide